The molecule is an amino disaccharide consisting of two molecules of 2-amino-2-deoxy-beta-D-glucopyranose linked by a (1->3) glycosidic bond. It is an aminoglycoside and an amino disaccharide. C([C@@H]1[C@H]([C@@H]([C@H]([C@@H](O1)O)N)O[C@H]2[C@@H]([C@H]([C@@H]([C@H](O2)CO)O)O)N)O)O